2,4-dimethoxy-2,4,6,8-tetramethyl-cyclotetrasiloxane CO[Si]1(O[SiH](O[SiH](O[Si](O1)(C)OC)C)C)C